N-(4-bromophenyl)-N,1-dimethyl-1H-pyrazole-3-carboxamide BrC1=CC=C(C=C1)N(C(=O)C1=NN(C=C1)C)C